2-(3',5'-di-tert-butylbiphenyl-3-yl)-4,4,5,5-tetramethyl-1,3,2-dioxaborolane C(C)(C)(C)C=1C=C(C=C(C1)C(C)(C)C)C1=CC(=CC=C1)B1OC(C(O1)(C)C)(C)C